[Cl-].C(#N)C[N+]1(CCCCC1)C N-(cyanomethyl)-N-methylpiperidinium chloride